(3-fluoro-4-pyridyl)-6-(5-methyloxazol-2-yl)-1,2,4-triazin-3-amine FC=1C=NC=CC1C=1N=C(N=NC1C=1OC(=CN1)C)N